FC(C(=O)O)(F)F.C(N)(=O)C=1C=CC2=C(N(C=N2)CC2=CC=C(C=C2)B(O)O)C1 4-((6-carbamoyl-1,3-benzodiazol-1-yl)methyl)phenylboronic acid trifluoroacetic acid salt